(S)-(4-(difluoromethyl)-2-(2-hydroxypropan-2-yl)oxazol-5-yl)(4-(5-fluoro-7-methylbenzo[d]oxazol-2-yl)-6,7-dihydro-1H-imidazo[4,5-c]pyridin-5(4H)-yl)methanone FC(C=1N=C(OC1C(=O)N1[C@@H](C2=C(CC1)NC=N2)C=2OC1=C(N2)C=C(C=C1C)F)C(C)(C)O)F